6H-pyrido[4,3-c]pyridazin-5-one N1=NC=CC2=C1C=CNC2=O